OC[PH4] 1-(hydroxymethyl)phosphorane